ClC=1C=CC2=C(C(=NCC=3N2N=C(C3)C(=O)O)C3=C(C=CC=C3)F)C1 8-chloro-6-(2-fluorophenyl)-4H-benzo[f]pyrazolo[1,5-a][1,4]diazepine-2-carboxylic Acid